(2R)-1-(benzyloxy)-3-(4-fluorophenyl)-1-oxopropan-2-yl (2S)-2-[[(tert-butoxy) carbonyl] (methyl) amino]-4-fluoro-4-methylpentanoate C(C)(C)(C)OC(=O)N([C@H](C(=O)O[C@@H](C(=O)OCC1=CC=CC=C1)CC1=CC=C(C=C1)F)CC(C)(C)F)C